(R)-2-(3-bromo-5-fluoro-4-methoxyphenyl)propan-1-ol BrC=1C=C(C=C(C1OC)F)[C@H](CO)C